C(C)(C)(C)OC(=O)N1CCN(CC1)C1=CC(N(C2=CC(=C(C=C12)F)Br)C1=C(C=CC=C1C)CC)=C=O 4-(7-bromo-1-(2-ethyl-6-methylphenyl)-6-fluoro-2-carbonyl-1,2-dihydroQuinoline-4-yl)piperazine-1-carboxylic acid tert-butyl ester